COC(=O)C=1C=NC2=C(C=C(C(=C2C1)F)F)OC 5,6-difluoro-8-methoxyquinoline-3-carboxylic acid methyl ester